2-[(6-chloropyridin-2-yl)sulfanyl]-1-(1,3-dihydro-2H-isoindol-2-yl)ethanone ClC1=CC=CC(=N1)SCC(=O)N1CC2=CC=CC=C2C1